(Z)-1-(2-fluoro-4-(1-(3-(trifluoromethoxy)phenyl)-1H-1,2,4-triazol-3-yl)phenyl)-3-(3-(5-methyl-2-(2,2,2-trifluoroethoxy)phenyl)-4-oxothiazolidin-2-ylidene)urea FC1=C(C=CC(=C1)C1=NN(C=N1)C1=CC(=CC=C1)OC(F)(F)F)NC(=O)\N=C\1/SCC(N1C1=C(C=CC(=C1)C)OCC(F)(F)F)=O